(R)-9-isobutyl-10-methyl-7-phenyl-7,8,9,10-tetrahydro-4H-thieno[2',3':3,4]chromeno[7,6-f][1,2,5]thiadiazepine-2-carboxylic acid 11,11-dioxide C(C(C)C)[C@H]1N(S(C2=C(N(C1)C1=CC=CC=C1)C=C1OCC3=C(C1=C2)C=C(S3)C(=O)O)(=O)=O)C